N1=C(N=CC=C1)C1=C2NC(=C1)C=C1C=CC(=N1)C=C1C=CC(N1)=CC=1C=CC(N1)=C2 pyrimidylporphyrin